C(CC(O)(C(=O)[O-])CC(=O)[O-])(=O)OCC=C(C)C monoprenyl citrate